ClC1=C2C=CNC2=NC=C1 4-chloro-7-azaindole